3-(3-fluoro-4-(4-(4-isopropylpiperazin-1-yl)piperidin-1-yl)phenyl)-1H-1,2,4-triazole-3,5-diamine FC=1C=C(C=CC1N1CCC(CC1)N1CCN(CC1)C(C)C)C1(NNC(=N1)N)N